(±)-cis-N-(8-amino-6-(1-methyl-6-oxo-1,6-dihydropyridin-2-yl)isoquinolin-3-yl)-2-fluorocyclopropanecarboxamide NC=1C=C(C=C2C=C(N=CC12)NC(=O)[C@H]1[C@H](C1)F)C=1N(C(C=CC1)=O)C |r|